FC1=C(OCC(C(=O)NC2CCN(CC2)C)(C)C)C=CC=C1 3-(2-fluorophenoxy)-2,2-dimethyl-N-(1-methylpiperidin-4-yl)propanamide